CN1N=CC(=C1)C=1N=C(C=2N(C1)N=CC2)OC21CC(CCC1C2)O 1-((6-(1-methyl-1H-pyrazol-4-yl)pyrazolo[1,5-a]pyrazin-4-yl)oxy)bicyclo[4.1.0]heptan-3-ol